4-((3,5-dicyano-4-ethyl-6-(4-methyl-1,4-diazepan-1-yl)pyridin-2-ylthio)Methyl)phenylboronic acid C(#N)C=1C(=NC(=C(C1CC)C#N)N1CCN(CCC1)C)SCC1=CC=C(C=C1)B(O)O